5,6-dihydro-4H-imidazo[4,5,1-ij]quinolin-2(1H)-one N1C(N2CCCC3=CC=CC1=C23)=O